bis(2-chloro-ethyl)ether ClCCOCCCl